(2-(acryloyloxy)ethyl)carbamic acid C(C=C)(=O)OCCNC(O)=O